FC(C(=CC(F)(F)F)C(F)(F)F)(F)F 1,1,1,4,4,4-hexafluoro-2-(trifluoromethyl)-but-2-ene